(E)-4-tert-butyl-β-nitrostyrene C(C)(C)(C)C1=CC=C(/C=C/[N+](=O)[O-])C=C1